benzyl 3-(oxolan-3-ylamino)pyrrolidine-1-carboxylate O1CC(CC1)NC1CN(CC1)C(=O)OCC1=CC=CC=C1